C(C1=CC=CC=C1)OCCCOCCCOCCCO 3-[3-(3-benzyloxypropoxy)propoxy]propan-1-ol